O1C=C(C2=C1C=CC=C2)CCO 2-(1-benzofuran-3-yl)ethan-1-ol